CN1N=C(C(=C1)NC=1N=CC2=C(N1)N(C(=C2)C#N)[C@@H]2COC[C@H]2C)OC2COC2 2-((1-methyl-3-(oxetan-3-yloxy)-1H-pyrazol-4-yl)amino)-7-((3s,4s)-4-methyltetrahydrofuran-3-yl)-7H-pyrrolo[2,3-d]pyrimidine-6-carbonitrile